ClC=1C(N(N=CC1N1C[C@@H]([C@H](C1)O)F)C1OCCCC1)=O 4-chloro-5-((3S,4S)-3-fluoro-4-hydroxypyrrolidin-1-yl)-2-(tetrahydro-2H-pyran-2-yl)pyridazin-3(2H)-one